(2R,4R)-N-([1,1'-biphenyl]-4-yl)-N-(2-((4,4-difluorocyclohexyl)amino)-1-(5-fluoropyridin-3-yl)-2-oxoethyl)-4-hydroxy-4-methylpyrrolidine-2-carboxamide C1(=CC=C(C=C1)N(C(=O)[C@@H]1NC[C@](C1)(C)O)C(C(=O)NC1CCC(CC1)(F)F)C=1C=NC=C(C1)F)C1=CC=CC=C1